5-(4-carbamoyl-2-(cyclopropyl(1-(2,4-dimethoxyphenyl)-1H-pyrazol-4-yl)amino)thiazole-5-yl)-1H-pyrrole-3-carboxylic acid C(N)(=O)C=1N=C(SC1C1=CC(=CN1)C(=O)O)N(C=1C=NN(C1)C1=C(C=C(C=C1)OC)OC)C1CC1